CC1=CC=C(C=C1)S(=O)(=O)[O-].C(CCCCCCCCCCCCCCC)[N+](C)(C)C hexadecyltrimethylammonium p-toluenesulfonate